N-[(1R)-1-(3-tert-butylphenyl)ethyl]-2-(6-{5-chloro-2-[(oxan-4-yl)amino]pyrimidin-4-yl}-1-oxo-2,3-dihydro-1H-isoindol-2-yl)acetamide C(C)(C)(C)C=1C=C(C=CC1)[C@@H](C)NC(CN1C(C2=CC(=CC=C2C1)C1=NC(=NC=C1Cl)NC1CCOCC1)=O)=O